OC(=O)C(F)(F)F.C(C)OC1=NC(=NC=C1C(=O)NC=1C=C(C=2N(C1)C=C(N2)C)F)N2C[C@@H](NCC2)C (S)-4-ethoxy-N-(8-fluoro-2-methylimidazo[1,2-a]pyridin-6-yl)-2-(3-methylpiperazin-1-yl)pyrimidine-5-carboxamide TFA salt